NC1=CC(=NC=C1)N(C(C)=O)C1=CC(=CC=C1)Cl N-(4-aminopyridin-2-yl)-N-(3-chlorophenyl)acetamide